7-cyclopentyl-2-((5-(4-((3-(4-(2,6-dioxopiperidin-3-yl)phenyl)-azetidin-1-yl)-methyl)-4-fluoropiperidin-1-yl)pyridin-2-yl)amino)-N,N-dimethyl-7H-pyrrolo[2,3-d]pyrimidine-6-carboxamide C1(CCCC1)N1C(=CC2=C1N=C(N=C2)NC2=NC=C(C=C2)N2CCC(CC2)(F)CN2CC(C2)C2=CC=C(C=C2)C2C(NC(CC2)=O)=O)C(=O)N(C)C